C(C)(C)(C)OC(=O)N([C@H](C(=O)OC)CC1=C(C=CC(=C1)Cl)OC1=NC=CC=N1)C methyl (2S)-2-[(tert-butoxycarbonyl)(methyl)amino]-3-[5-chloro-2-(pyrimidin-2-yloxy)phenyl]propanoate